2'-Chloro-N-(5-(3-(difluoromethyl)-6-methoxy-pyrazine-2-carbonyl)-5,6-dihydro-4H-pyrrolo[3,4-d]thiazol-2-yl)-5'-methoxy-6-methyl-[4,4'-bipyridine] ClC1=NC=C(C(=C1)C1=CCN(C(=C1)C)C=1SC2=C(N1)CN(C2)C(=O)C2=NC(=CN=C2C(F)F)OC)OC